tert-butyl (4-((4-(hydroxymethyl)benzyl)oxy)phenyl)carbamate OCC1=CC=C(COC2=CC=C(C=C2)NC(OC(C)(C)C)=O)C=C1